NC=1SC(=C(N1)C1=CC=CC=C1)NC(=O)[C@H]1N(CCC1)C([C@H](C1CCCCC1)NC([C@H](C)N(C(OC(C)(C)C)=O)C)=O)=O tert-butyl ((s)-1-(((S)-2-((S)-2-((2-amino-4-phenylthiazol-5-yl)carbamoyl)pyrrolidin-1-yl)-1-cyclohexyl-2-oxoethyl)amino)-1-oxopropan-2-yl)(methyl)carbamate